ClC=1C(=C(CNC(=O)C=2C(C(=C3N4[C@]5(CCC24)CCCCN(C3=O)C5)O)=O)C=CC1)F (6aS)-N-(3-chloro-2-fluorobenzyl)-11-hydroxy-1,10-dioxo-1,3,4,5,6,7,8,10-octahydro-2,6a-methano[1,4]diazonino[9,1,2-cd]indolizine-9-carboxamide